4b,5,10,10a-tetrahydro-11H-5,10-epoxybenzo[b]fluoren-11-one C1=CC=CC=2C3C4C5=C(C(C3C(C12)=O)O4)C=CC=C5